N-[4-(1-benzyl-1H-pyrazol-4-yl)-3-sulfamoylphenyl]-2-(2-chlorophenyl)acetamide C(C1=CC=CC=C1)N1N=CC(=C1)C1=C(C=C(C=C1)NC(CC1=C(C=CC=C1)Cl)=O)S(N)(=O)=O